C(CCC)[C@]1(NS(C2=C(N(C1)C1=CC=CC=C1)C=C(C(=C2)CSCC(=O)O)OC)(=O)=O)CC |r| racemic-2-(((3-butyl-3-ethyl-7-methoxy-1,1-dioxido-5-phenyl-2,3,4,5-tetrahydro-1,2,5-benzothiadiazepin-8-yl)methyl)thio)acetic acid